5-(3,4-diamino-2-fluorophenyl)-3,6-dihydro-2H-pyran-4-carboxylic acid ethyl ester C(C)OC(=O)C=1CCOCC1C1=C(C(=C(C=C1)N)N)F